8,8,9-trifluoro-9-(trifluoromethyl)tetracyclo[4.4.0.12,5.17,10]-3-dodecene FC1(C2C3C4C=CC(C3C(C1(C(F)(F)F)F)C2)C4)F